4-(2-fluoro-4-(1-((4-fluorophenyl)carbamoyl)cyclopropane-1-carboxamido)-phenoxy)quinoline-7-carboxylic acid FC1=C(OC2=CC=NC3=CC(=CC=C23)C(=O)O)C=CC(=C1)NC(=O)C1(CC1)C(NC1=CC=C(C=C1)F)=O